CC=1C(=NOC1)CC1N(C(C2=CC=CC=C12)=O)CC1=CC2=C(NC(O2)=O)C=C1 6-((1-((4-methylisoxazol-3-yl)methyl)-3-oxoisoindolin-2-yl)methyl)benzo[d]oxazol-2(3H)-one